C1CCC(CC1)N2C(=O)C3=C(CCC3)NC2=O The molecule is a cyclopentapyrimidine that is 6,7-dihydro-1H-cyclopenta[d]pyrimidine-2,4(3H,5H)-dione substituted by a cyclohexyl group at position 3. It has a role as an environmental contaminant, a xenobiotic, a herbicide and an agrochemical.